1,3-diphenylguanidine hydrofluoric acid salt F.C1(=CC=CC=C1)NC(=N)NC1=CC=CC=C1